C(C)OC(CN1C(=C(C=C1)C(=O)OCC)C)=O Ethyl 1-(2-ethoxy-2-oxoethyl)-2-methyl-1H-pyrrole-3-carboxylate